O=C1N(CCC1)CCC(=O)O 3-(2-oxopyrrolidin-1-yl)propanoic acid